tert-butyl-4-iodo-2-methyl-N-(5-methylthiazol-2-yl)benzamide C(C)(C)(C)C=1C(=C(C(=O)NC=2SC(=CN2)C)C=CC1I)C